C1(CCC1)N1N=C(C(=C1)OC[C@@H]1CNCCO1)C (S)-2-(((1-cyclobutyl-3-methyl-1H-pyrazol-4-yl)oxy)methyl)morpholine